C(CCCCCCCCCCCCCCCCCCCCCCCCCCC)(=O)OCCCCCCCCCCCCCCCCC heptadecane-1-yl montanate